N-(5-cyclopropyl-1H-pyrazol-3-yl)-2-[4-(1-methoxycyclopropyl)-2-azabicyclo[2.2.1]heptan-2-yl]pyrimidin-4-amine C1(CC1)C1=CC(=NN1)NC1=NC(=NC=C1)N1C2CCC(C1)(C2)C2(CC2)OC